rac-trans-bicyclo[2.2.1]hept-5-ene-2,3-dicarboxylic acid C12C(C(C(C=C1)C2)C(=O)O)C(=O)O